3-(Benzyloxy)butan-1-ol C(C1=CC=CC=C1)OC(CCO)C